O[C@@](C#CC=1C2=C(C(N(C1)C)=O)NC(=C2C=2OC(=NN2)C(C)C)C)(C)C2=NOC(=C2)C 4-[(3R)-3-hydroxy-3-(5-methylisoxazol-3-yl)but-1-ynyl]-3-(5-isopropyl-1,3,4-oxadiazol-2-yl)-2,6-dimethyl-1H-pyrrolo[2,3-c]pyridin-7-one